[SH3+].C1(=CC=CC=C1)C=1SC=CC=CC=CC1 phenylthionine sulfonium salt